C(C1=CC=CC=C1)OC=1C(=C(C=C(C1F)C(F)(F)F)C1=NN(C2=NC(=NC=C21)Cl)CC)F 3-(3-(Benzyloxy)-2,4-difluoro-5-(trifluoromethyl)phenyl)-6-chloro-1-ethyl-1H-pyrazolo[3,4-d]pyrimidine